4,6-dichloro-1-(4-methoxyphenylmethyl)pyrido[3,2-d]Pyrimidin-2(1H)-one ClC=1C2=C(N(C(N1)=O)CC1=CC=C(C=C1)OC)C=CC(=N2)Cl